(4R)-4-(2-methoxyphenyl)-3,7,7-trimethyl-4,6,8,9-tetrahydro-2H-pyrazolo[3,4-b]quinolin-5-one COC1=C(C=CC=C1)[C@H]1C=2C(NC=3CC(CC(C13)=O)(C)C)=NNC2C